methyl 1-(2-chloro-7-(8-ethyl-7-fluoro-3-(methoxymethoxy)naphthalen-1-yl)-8-fluoropyrido[4,3-d]pyrimidin-4-yl)piperidine-4-carboxylate ClC=1N=C(C2=C(N1)C(=C(N=C2)C2=CC(=CC1=CC=C(C(=C21)CC)F)OCOC)F)N2CCC(CC2)C(=O)OC